CN(S(=O)(=O)C(C(C(C(C(C(C(C(F)(F)F)(F)F)(F)F)(F)F)(F)F)(F)F)(F)F)(F)F)CCO N-methyl-N-(2-hydroxyethyl)perfluorooctyl-sulfonamide